(Z)-3-(2-bromovinyl)-2-((tert-butoxycarbonyl)oxy)-6-((2-fluoroethoxy)methyl)benzoic acid tert-butyl ester C(C)(C)(C)OC(C1=C(C(=CC=C1COCCF)\C=C/Br)OC(=O)OC(C)(C)C)=O